The molecule is a non-proteinogenic L-alpha-amino acid that is L-phenylalanine in which one of the meta-hydrogens of the phenyl group has been replaced by a chlorine. It is a chloroamino acid, a L-phenylalanine derivative, a non-proteinogenic L-alpha-amino acid and a member of monochlorobenzenes. C1=CC(=CC(=C1)Cl)C[C@@H](C(=O)O)N